C(=O)(O)C1(C(C(C(C1)C(=O)O)C)C(=O)O)C(=O)O 1,2,4-tricarboxyl-3-methylcarboxylcyclopentane